N,N-dimethyl-1-[(1S,2R)-2-octylcyclopropyl]nonadecan-10-amine CN(C(CCCCCCCCC[C@@H]1[C@@H](C1)CCCCCCCC)CCCCCCCCC)C